[Na+].C(CCCC)NC(=O)C=1N=C(OC1)C1C(C2CCC1O2)CC2=C(C=CC=C2)CCC(=O)[O-] 2-[[3-[4-[(pentylamino)carbonyl]-2-oxazolyl]-7-oxabicyclo[2.2.1]hept-2-yl]methyl]-benzenepropanoic acid, monosodium salt